ClC(C(=O)O)(CCCCCC)Cl (±)-dichlorooctanoic acid